3-(3,4-dimethylpyrimidino[4',5':4,5]thieno[2,3-c]pyridazin-8-yl)piperidine-1-carbaldehyde CC1=C(C2=C(N=N1)SC1=C2N=CN=C1C1CN(CCC1)C=O)C